ClC1=CN(NC=C1OCC1=CC=C(C=C1)COCCF)C(C)C 4-chloro-5-((4-((2-fluoroethoxy)methyl)benzyl)oxy)-2-isopropylpyridazin